CC(CCC(C)OC1=C(C2=C(SC(=C2)C(C[C@@H](C(=O)O)C)=O)C=C1OC)F)OC1=C(C2=C(SC(=C2)C(C[C@@H](C(=O)O)C)=O)C=C1OC)F (2S,2'S)-4,4'-((hexane-2,5-diylbis(oxy))bis(4-fluoro-6-methoxybenzo[b]thiophene-5,2-diyl))bis(2-methyl-4-oxobutanoic acid)